2-(3,4-dimethoxyphenyl)-6-(8-(1-isopropylpiperidin-4-yl)-8-azabicyclo[3.2.1]octan-3-yl)-8-methyl-[1,2,4]triazolo[1,5-a]pyridine COC=1C=C(C=CC1OC)C1=NN2C(C(=CC(=C2)C2CC3CCC(C2)N3C3CCN(CC3)C(C)C)C)=N1